(1R,3R,5S)-N-{6-[5-fluoro-4-(1H-pyrazol-4-yl)-1,3-benzothiazol-7-yl]pyridazin-3-yl}-8-azabicyclo[3.2.1]octan-3-amine FC=1C=C(C2=C(N=CS2)C1C=1C=NNC1)C1=CC=C(N=N1)NC1C[C@H]2CC[C@@H](C1)N2